4-methylbenzene-1-sulfonic acid [trans-4-ethanesulfonylaminocyclohexyl]Methyl ester C(C)S(=O)(=O)N[C@@H]1CC[C@H](CC1)COS(=O)(=O)C1=CC=C(C=C1)C